BrC=1C=C2C(NC(=NC2=C2C1N(N=C2)C)C)=O 6-bromo-2,7-dimethyl-3,7-dihydro-4H-pyrazolo[3,4-H]quinazolin-4-one